FC(CN1N=CC=2C1=NC(=CN2)N2CC1(CCN(C1)C=1C(=NC=CC1)C(F)(F)F)CCC2)F 7-[1-(2,2-difluoroethyl)-1H-pyrazolo[3,4-b]pyrazin-6-yl]-2-[2-(trifluoromethyl)pyridin-3-yl]-2,7-diazaspiro[4.5]decane